4-((1-Cyclopropylethyl)amino)-2-(((S)-2,3,4,5-tetrahydro-3-hydroxybenzo[b][1,4]oxazepin-7-yl)amino)pyrimidine-5-carboxamide C1(CC1)C(C)NC1=NC(=NC=C1C(=O)N)NC1=CC2=C(OC[C@H](CN2)O)C=C1